4-methoxypyridine-2-carboxamidine COC1=CC(=NC=C1)C(=N)N